1-bromo-3-(hept-1,6-diyn-1-yl)benzene BrC1=CC(=CC=C1)C#CCCCC#C